COC1=C(C=CC(=C1)CCC)OC=C1C(CCC1)CCCCC 2-methoxy-1-((2-pentylcyclopentylidene)methoxy)-4-propylbenzene